3,3'-trimethylenebis(5-amino-1H-1,2,4-triazole) NC1=NC(=NN1)CCCC1=NNC(=N1)N